COC=1C=C(CN2C=NC3=C2C=CC(=C3)N3N=NC(=C3)C3CNCCC3)C=CC1OCC=1C=NC(=CC1)OC 1-(3-Methoxy-4-((6-methoxypyridin-3-yl)methoxy)benzyl)-5-(4-(piperidin-3-yl)-1H-1,2,3-triazol-1-yl)-1H-benzo[d]imidazole